CN(CCOC1=CC=C(C=C1)CNC1=NC=NC2=C(C=C(C=C12)C1=CC=C(C=C1)F)OC)C N-[[4-[2-(dimethylamino)ethoxy]phenyl]methyl]-6-(4-fluorophenyl)-8-methoxy-quinazolin-4-amine